N-(3-ethynylphenyl)-6-iodo-quinazolin-4-amine C(#C)C=1C=C(C=CC1)NC1=NC=NC2=CC=C(C=C12)I